3-((((1H-imidazol-5-yl)methyl)amino)methyl)-4-fluorophenol N1C=NC=C1CNCC=1C=C(C=CC1F)O